C(C)C=1C=C(C(=C(C1)C(C(=O)O)N1C[C@@H](CC1)OCCCCCC1=NC=2NCCCC2C=C1)OC)F 2-(5-ethyl-3-fluoro-2-methoxyphenyl)-2-((R)-3-((5-(5,6,7,8-tetrahydro-1,8-naphthyridin-2-yl)pentyl)oxy)pyrrolidin-1-yl)acetic acid